4-[5-(4-benzyl-6-chloro-2-oxo-1H-quinolin-3-yl)-3-(4-chlorophenyl)-3,4-dihydropyrazol-2-yl]-4-oxo-butanoic acid C(C1=CC=CC=C1)C1=C(C(NC2=CC=C(C=C12)Cl)=O)C=1CC(N(N1)C(CCC(=O)O)=O)C1=CC=C(C=C1)Cl